(-)-4-(4-(1-aminoethyl)-8-fluoro-2-methylquinolin-6-yl)-5-fluoro-N-(1-(methylsulfonyl)piperidin-4-yl)pyrimidin-2-amine NC(C)C1=CC(=NC2=C(C=C(C=C12)C1=NC(=NC=C1F)NC1CCN(CC1)S(=O)(=O)C)F)C